butyl 4-((4-(6-(2,6-dioxopiperidin-3-yl)pyridin-3-yl)piperazin-1-yl)methyl)piperidine-1-carboxylate O=C1NC(CCC1C1=CC=C(C=N1)N1CCN(CC1)CC1CCN(CC1)C(=O)OCCCC)=O